5-[4-amino-5-(trifluoromethyl)pyrrolo[2,1-f][1,2,4]triazin-7-yl]-4-fluoro-N-[(3R,4S)-4-fluoro-1-(1-fluorocyclobutanecarbonyl)pyrrolidin-3-yl]-2-methylbenzamide NC1=NC=NN2C1=C(C=C2C=2C(=CC(=C(C(=O)N[C@@H]1CN(C[C@@H]1F)C(=O)C1(CCC1)F)C2)C)F)C(F)(F)F